N-Methylmorpholine N-oxide C[N+]1(CCOCC1)[O-]